4-(4-hydroxy-4-methylpentyl)cyclohexene-1-carbaldehyde OC(CCCC1CC=C(CC1)C=O)(C)C